OCCCC(CC)C hydroxy-4-methylhexane